1-(1,1-dimethyl-2,3-dihydro-1H-inden-5-yl)ethan-1-ol CC1(CCC2=CC(=CC=C12)C(C)O)C